C(C)(C)(C)OC(=O)N1CC(C2=CC=CC=C12)(C)CC(=O)OC 3-(2-methoxy-2-oxoethyl)-3-methylindoline-1-carboxylic acid tert-butyl ester